3-((tert-butyldimethylsilyl) oxy)-1-carbonyl-8-azaspiro[4.5]decane-8-carboxylate [Si](C)(C)(C(C)(C)C)OC1CC(C2(C1)CCN(CC2)C(=O)[O-])=C=O